C(C)(=O)C1=C(C(=C(C2=C1OC=1[C@@]2(C(C=2C(=NN(C2C1)S(=O)(=O)C1=CC=CC=C1)C)=O)C)O)C)O (R)-8-acetyl-5,7-dihydroxy-3,4a,6-trimethyl-1-(phenylsulfonyl)-1,4a-dihydro-4H-benzofuro[3,2-f]indazol-4-one